C(C1=CC=CC=C1)N1CCC(CC1)CC=1C(=NC=2N(C1Cl)N=CN2)C 6-((1-benzylpiperidin-4-yl)methyl)-7-chloro-5-methyl-[1,2,4]triazolo[1,5-a]pyrimidine